N1C(=NC2=C1C=CC=C2)C=2C(=C(C=CC2)C2=NC1=C(N2)C=CC=C1)C1=NC2=C(N1)C=CC=C2 tris(1H-benzimidazol-2-yl)benzene